(2E)-N-cycloheptyl-3-(2-nitrophenyl)prop-2-enamide C1(CCCCCC1)NC(\C=C\C1=C(C=CC=C1)[N+](=O)[O-])=O